tert-butyl (1S)-7-chloro-6-[(E)-3-ethoxy-3-oxo-prop-1-enyl]-8-methoxy-1-methyl-1,3-dihydropyrrolo[3,4-c]quinoline-2-carboxylate ClC=1C(=CC=2C3=C(C=NC2C1\C=C\C(=O)OCC)CN([C@H]3C)C(=O)OC(C)(C)C)OC